OCCCCCC[N+]1=CC=C(C=C1)CCCCCCO 1,4-bis(6-hydroxyhexyl)pyridinium